bis(adamantan-1-yl)(butyl)phosphane C12(CC3CC(CC(C1)C3)C2)P(CCCC)C23CC1CC(CC(C2)C1)C3